tert-butyl 4-[4-[3-cyano-4-[6-(4-pyrimidin-2-yl-1-piperidyl)-3-pyridyl]pyrazolo[1,5-a]pyrazin-6-yl]pyrazol-1-yl]piperidine-1-carboxylate C(#N)C=1C=NN2C1C(=NC(=C2)C=2C=NN(C2)C2CCN(CC2)C(=O)OC(C)(C)C)C=2C=NC(=CC2)N2CCC(CC2)C2=NC=CC=N2